ClCC=1N=C2N(C=C(C=C2C2(COC2)O)C2CC2)C1 3-(2-(chloromethyl)-6-cyclopropylimidazo[1,2-a]pyridin-8-yl)oxetan-3-ol